1-(2-(methylthio)phenyl)-5-(trifluoromethyl)-1H-pyrazole-4-carboxylic acid CSC1=C(C=CC=C1)N1N=CC(=C1C(F)(F)F)C(=O)O